ClC=1C=C(C=2N(C1)C=C(N2)C(F)(F)F)C=2C=1N(C(=NC2)NCC2=C(C=CC3=C2CCO3)F)C=NN1 8-(6-chloro-2-(trifluoromethyl)imidazo[1,2-a]pyridin-8-yl)-N-((5-fluoro-2,3-dihydrobenzofuran-4-yl)methyl)-[1,2,4]triazolo[4,3-c]pyrimidin-5-amine